N-(pentan-2-yl)octane-1,8-diamine CC(CCC)NCCCCCCCCN